3-((4-(5-chloro-3-fluoro-1-(((S)-morpholin-2-yl)methyl)-1H-indazol-7-yl)pyrrolo[2,1-f][1,2,4]triazin-6-yl)methyl)-6,6-dimethyl-3-azabicyclo[3.1.0]hexane-2,4-dione ClC=1C=C2C(=NN(C2=C(C1)C1=NC=NN2C1=CC(=C2)CN2C(C1C(C1C2=O)(C)C)=O)C[C@@H]2CNCCO2)F